BrC=1C=C2N=C(C(NC2=CC1)=O)C(F)(F)F 6-bromo-3-(trifluoromethyl)quinoxalin-2(1H)-one